ClC1=CC(=C(C=C1)C=NN)O 2-[(4-chloro-2-hydroxyphenyl)methylene]Hydrazine